CC1=CC2=C(N=C(O2)CSC=2NC(C3=C(N2)N(N=C3)C(C)C)=O)C=C1 6-(((6-methylbenzo[d]oxazol-2-yl)methyl)thio)-1-isopropyl-1,5-dihydro-4H-pyrazolo[3,4-d]pyrimidin-4-one